1-phenylbenzo[d][1,3,2]thiaselenazol-1-one C1(=CC=CC=C1)S1(N[Se]C2=C1C=CC=C2)=O